N-(2-carbamoylpyridin-4-yl)-7-fluoro-2-(oxan-2-ylmethyl)indazole-3-carboxamide C(N)(=O)C1=NC=CC(=C1)NC(=O)C=1N(N=C2C(=CC=CC12)F)CC1OCCCC1